C1(=C(C=CC=C1)OC1=C(C=CC=C1)C(C#C)=O)OC1=C(C=CC=C1)C(C#C)=O 1,1'-((1,2-phenylenebis(oxy))bis(2,1-phenylene))bis(prop-2-yn-1-one)